4-(3-carboxyl-3-hydroxy-2-butyl)nicotinic acid C(=O)(O)C(C(C)C1=CC=NC=C1C(=O)O)(C)O